BrC=1C=C(C=CC1)CCC=CC(=O)O 5-(3-bromophenyl)pentenoic acid